4-((1-(4-(3-(trifluoromethyl)phenyl)piperazine-1-carbonyl)cyclopentyl)amino)benzonitrile FC(C=1C=C(C=CC1)N1CCN(CC1)C(=O)C1(CCCC1)NC1=CC=C(C#N)C=C1)(F)F